CN1C(=CC=C1\C=C\C(C=1C=NC=CC1)=O)/C=C/C(=O)OC methyl (E)-3-(1-methyl-5-((E)-3-oxo-3-(pyridin-3-yl)prop-1-en-1-yl)-1H-pyrrol-2-yl)-acrylate